(1R,5S,6r)-3-[(5-isopropyl-1H-pyrazol-3-yl)carbonyl]-3-azabicyclo[3.1.0]Hexane-6-carboxylic acid ethyl ester C(C)OC(=O)C1[C@H]2CN(C[C@@H]12)C(=O)C1=NNC(=C1)C(C)C